CN1N=CC2=CC(=CC=C12)C=1C2=C(NN1)CN(C2)C#N 3-(1-methyl-1H-indazol-5-yl)-4,6-dihydropyrrolo[3,4-c]pyrazole-5(1H)-carbonitrile